(S)-6-((tert-butoxycarbonyl)amino)-2-hydroxyhexanoic acid C(C)(C)(C)OC(=O)NCCCC[C@@H](C(=O)O)O